N-(4-(4-((5-(1-acryloylpiperidin-4-yl)-7H-pyrrolo[2,3-d]pyrimidin-4-yl)amino)-2-chlorophenoxy)pyridin-2-yl)cyclobutanecarboxamide C(C=C)(=O)N1CCC(CC1)C1=CNC=2N=CN=C(C21)NC2=CC(=C(OC1=CC(=NC=C1)NC(=O)C1CCC1)C=C2)Cl